C(C1=CC=CC=C1)N1CCN(CC1)C1=NC=NC2=CC(=C(C=C12)OCCOC)OCCOC 4-(4-benzylpiperazin-1-yl)-6,7-bis(2-methoxylethoxy)quinazoline